ClC1=CC2=C(C(=N1)C=1CCS(CC1)(=O)=O)N(C(N2C)=O)C 6-chloro-4-(1,1-dioxido-3,6-dihydro-2H-thiopyran-4-yl)-1,3-dimethyl-1,3-dihydro-2H-imidazo[4,5-c]pyridin-2-one